Ricinoleyl Pentatriacontanoate C(CCCCCCCCCCCCCCCCCCCCCCCCCCCCCCCCCC)(=O)OCCCCCCCC\C=C/C[C@H](O)CCCCCC